C1(=CC=CC=C1)C1=NC(=NC(=N1)C(Br)(Br)Br)C(Br)(Br)Br 2-phenyl-4,6-Bis(tribromomethyl)-s-triazine